FC=1C=C(C(=NC1C)C)N1N=C(C(=C1C)[N+](=O)[O-])OCCCO 3-((1-(5-fluoro-2,6-dimethylpyridin-3-yl)-5-methyl-4-nitro-1H-pyrazol-3-yl)oxy)propan-1-ol